FC1=C(C=O)C(=CC=C1)S(=O)(=O)C1=C(C=C(C=C1)Cl)Cl 2-fluoro-6-((2,4-dichlorophenyl)sulfonyl)benzaldehyde